1-(2-hydroxyethyl)-3,3-dimethyl-3H-indol-1-iumcarboxylate OCC[N+]1(CC(C2=CC=CC=C12)(C)C)C(=O)[O-]